OC=1C=C(C=CC1OC)/C=C/C(=O)C1=C(C=CC=C1)I (E)-3-(3-Hydroxy-4-methoxyphenyl)-1-(2-iodophenyl)prop-2-en-1-one